{4-[2-(4-Fluoro-phenyl)-ethyl]-piperazin-1-yl}-(1-methyl-5-trifluoromethyl-1H-pyrazol-3-yl)-methanone FC1=CC=C(C=C1)CCN1CCN(CC1)C(=O)C1=NN(C(=C1)C(F)(F)F)C